BrC=1C=C2C(=NC1)C1(C(N2)=O)CCOCC1 6'-bromo-2,3,5,6-tetrahydrospiro[pyran-4,3'-pyrrolo[3,2-b]pyridin]-2'(1'H)-one